ClC1=CC=C(C=N1)NC1=NC=CC2=CC(=CC=C12)OCC1(CN(C1)C(=O)OC(C)(C)C)F tert-butyl 3-(((1-((6-chloropyridin-3-yl)amino)isoquinolin-6-yl)oxy)methyl)-3-fluoroazetidine-1-carboxylate